p-hydroxyphenyl β-D-glucopyranoside C1=CC(=CC=C1O)OC2C(C(C(C(O2)CO)O)O)O